4-decanolactone C1(CCC(CCCCCC)O1)=O